1-((4R,12bS)-3-(cyclopropylmethyl)-7,9-dimethoxy-1,2,3,4,7,7a-hexahydro-4a,7-ethano-4,12-methanobenzofuro[3,2-e]isoquinolin-14-yl)ethan-1-one C1(CC1)CN1[C@H]2C34C=CC(C5[C@]3(CC1)C1=C(O5)C(=CC=C1C2)OC)(C(C4)C(C)=O)OC